7-methoxy-2-nitroso-1-tetralone COC1=CC=C2CCC(C(C2=C1)=O)N=O